phenyl-[(biphenylyl)dibenzoselenophenyl](dimethylfluorenyl)triazine C1(=CC=CC=C1)C1=C(C(=NN=N1)C1=C(C(=CC=2C3=CC=CC=C3CC12)C)C)C1=C(C=CC=2[Se]C3=C(C21)C=CC=C3)C3=C(C=CC=C3)C3=CC=CC=C3